N-(2,4-dimethoxybenzyl)-N-(4-(hydroxymethyl)pyrimidin-2-yl)methanesulfonamide COC1=C(CN(S(=O)(=O)C)C2=NC=CC(=N2)CO)C=CC(=C1)OC